CC1=NN(C=C1NC1=NC=C(C(=N1)NCCCN1C(CCCC1)=O)C(F)(F)F)C1CN(CC1)C 1-(3-((2-((3-methyl-1-(1-methylpyrrolidin-3-yl)-1H-pyrazol-4-yl)amino)-5-(trifluoromethyl)pyrimidin-4-yl)amino)propyl)piperidin-2-one